2-{4-[(Z)-3-((E)-2,7-Dimethylocta-2,6-dienylamino)propenyl]phenyl}-3-(3-hydroxyphenyl)-4-methyl-2H-chromen-6-ol C/C(/CNC\C=C/C1=CC=C(C=C1)C1OC2=CC=C(C=C2C(=C1C1=CC(=CC=C1)O)C)O)=C\CCC=C(C)C